(6-((5-bromo-2-((2-methoxy-4-((2-methoxyethyl) (methyl) amino)-5-(1-methyl-1H-pyrazol-4-yl) phenyl) amino) pyrimidin-4-yl) amino) quinoxalin-5-yl) dimethylphosphinate CP(OC1=C2N=CC=NC2=CC=C1NC1=NC(=NC=C1Br)NC1=C(C=C(C(=C1)C=1C=NN(C1)C)N(C)CCOC)OC)(=O)C